C(C1=CC=CC=C1)O[C@H]1[C@H](OC=C([C@H]1OCC1=CC=CC=C1)C1=C(C=C(C=C1)F)F)COCC1=CC=CC=C1 (2R,3R,4R)-3,4-bis(benzyloxy)-2-((benzyloxy)methyl)-5-(2,4-difluorophenyl)-3,4-dihydro-2H-pyran